FC=1C=C2C=C(\C(\OC2=C(C1)F)=N/C)C(N)=S (E)-6,8-difluoro-2-(methylimino)-2H-chromen-3-thioamide